tert-butyl 6-(2-(1H-1,2,4-triazol-1-yl)ethylamino)-2-fluorobiphenyl-3-yl(4-fluorobenzyl)carbamate N1(N=CN=C1)CCNC1=CC=C(C(=C1C1=CC=CC=C1)F)N(C(OC(C)(C)C)=O)CC1=CC=C(C=C1)F